oxalic acid monoisononyl ester C(CCCCCC(C)C)OC(C(=O)O)=O